C(#N)C(C(=O)OC)=CC1=CCC(C=C1)(OC)C methyl α-cyano-p-methyl-p-methoxy-cinnamate